[13C]([13CH2][13CH2][13CH2][13CH2][13CH2][13CH2][13CH2][13CH2][13CH2][13CH2][13CH2][13CH2][13CH2][13CH2][13CH2][13CH2][13CH3])(=O)O stearic acid-13C18